2,9-dichloro-4,6,9-trihydroxynonanoic acid ClC(C(=O)O)CC(CC(CCC(O)Cl)O)O